(1S,3S)-3-((6-(3-((((cyclobutylmethyl)(methyl)carbamoyl)oxy)methyl)-5-fluorothiophen-2-yl)-2-methylpyridin-3-yl)oxy)cyclohexane-1-carboxylic acid C1(CCC1)CN(C(=O)OCC1=C(SC(=C1)F)C1=CC=C(C(=N1)C)O[C@@H]1C[C@H](CCC1)C(=O)O)C